N1N=CC2=CC(=CC=C12)NC1=NC=C(C(=N1)C1=CC=C2C=C(NC2=C1)C(=O)NC1=CN=NC=C1)C(F)(F)F 6-(2-((1H-indazol-5-yl)amino)-5-(trifluoromethyl)-pyrimidin-4-yl)-N-(pyridazin-4-yl)-1H-indole-2-carboxamide